m-Nitrotoluol [N+](=O)([O-])C=1C=C(C=CC1)C